2-(1-(3,4-Dihydro-isoquinolin-2(1H)-yl)-2,2,2-trifluoro-ethyl)-5-((1-(methylsulfonyl)piperidin-4-yl)methoxy)-4H-pyran-4-one C1N(CCC2=CC=CC=C12)C(C(F)(F)F)C=1OC=C(C(C1)=O)OCC1CCN(CC1)S(=O)(=O)C